N(=[N+]=[N-])C(COCCOCCOCCO)O azido-tetraethyleneglycol